3-(3-chloro-4-methylphenyl)-1H-imidazo[4,5-b]pyridin-2(3H)-one ClC=1C=C(C=CC1C)N1C(NC=2C1=NC=CC2)=O